C(C)(C)(C)OC(N(CC=1C=NC(=NC1)N1CCNCC1)C)=O Methyl-((2-(piperazin-1-yl)pyrimidin-5-yl)methyl)carbamic acid tert-butyl ester